FC1(CCC(CC1)CN1N=C2C=C(C=CC2=C1C(=O)NC1=CC(=C(C=C1)F)S(=O)(=O)C)F)F 2-[(4,4-difluorocyclohexyl)methyl]-6-fluoro-N-(4-fluoro-3-methylsulfonylphenyl)indazole-3-carboxamide